methyl (cis)-3-(pyrimidin-2-ylthio)cyclobutane-1-carboxylate N1=C(N=CC=C1)S[C@H]1C[C@H](C1)C(=O)OC